C(C)(C)(CC)OOC(C(=O)[O-])(CCCC)CC tert-Amylperoxy-2-ethylhexanoat